di(tert-butyl)phosphinic acid C(C)(C)(C)P(O)(=O)C(C)(C)C